FC1=C(C=CC=C1)NC(C(=O)N1[C@@H]([C@H]2C([C@H]2C1)(C)C)C(=O)N[C@@H](C[C@H]1C(NCC1)=O)C(COC(F)(F)F)=O)=O (1R,2S,5S)-3-(2-((2-fluorophenyl)amino)-2-oxoacetyl)-6,6-dimethyl-N-((S)-3-oxo-1-((S)-2-oxopyrrolidin-3-yl)-4-(trifluoromethoxy)butan-2-yl)-3-azabicyclo[3.1.0]-hexane-2-carboxamide